ClC=1C=C2CCC(CC2=CC1)C(C(NC=1C=C2CC(CC2=CC1)N1C(N[C@@H](C1)C(F)(F)F)=O)=O)NC(=O)C1=CC=NN1C N-(1-(6-chloro-1,2,3,4-tetrahydronaphthalen-2-yl)-2-oxo-2-((2-((S)-2-oxo-4-(trifluoromethyl)imidazolidin-1-yl)-2,3-dihydro-1H-inden-5-yl)amino)ethyl)-1-methyl-1H-pyrazole-5-carboxamide